7-ethyl-7-hydroxy-10,13-dihydro-11H-[1,3]dioxolo[4,5-g]pyrano[3',4':6,7]indeno[1,2-b]quinolin-8,11(7H)-dione C(C)C1(C=2C=CC=3C(C2C=2N=C4CC5=C(C=C4C(C21)=O)OC(O5)=O)=CCOC3)O